N1C(=NC2=C1C=CC=C2)NC(CNC(=O)C2=NC=NC=C2)C2=CC(=CC=C2)C(F)(F)F N-{2-[(1H-1,3-benzodiazol-2-yl)amino]-2-[3-(trifluoromethyl)phenyl]ethyl}-pyrimidine-4-carboxamide